(R)-2-(6-(4-(2-((tetrahydro-2H-pyran-4-yl)methoxy)phenyl)piperidin-1-yl)-2-azaspiro[3.4]octan-2-yl)-1,3,4-thiadiazole O1CCC(CC1)COC1=C(C=CC=C1)C1CCN(CC1)[C@H]1CC2(CN(C2)C=2SC=NN2)CC1